dioctyl azelaate C(CCCCCCCC(=O)OCCCCCCCC)(=O)OCCCCCCCC